Ethyl (S)-3-(3-(4-Hydroxy-1,5-dimethyl-2-oxo-1,2-dihydropyridin-3-yl)ureido)-3-(3'-(trifluoromethoxy)biphenyl-3-yl)propanoat OC1=C(C(N(C=C1C)C)=O)NC(N[C@@H](CC(=O)OCC)C=1C=C(C=CC1)C1=CC(=CC=C1)OC(F)(F)F)=O